N-butyl-2-methyl-Propionamide C(CCC)NC(C(C)C)=O